6,7-Dimethoxy-4-(3-phenoxyprop-1-ynyl)quinazoline COC=1C=C2C(=NC=NC2=CC1OC)C#CCOC1=CC=CC=C1